N-[3-chloro-1-(pyridin-3-yl)-1H-pyrazol-4-yl]-N-ethyl-3-(3,3,3-trifluoropropylthio)propanamide ethyl-2-diethoxyphosphorylpropanoate C(C)OC(C(C)P(=O)(OCC)OCC)=O.ClC1=NN(C=C1N(C(CCSCCC(F)(F)F)=O)CC)C=1C=NC=CC1